4-(7-chloro-1-(tetrahydro-2H-pyran-2-yl)-3-vinyl-1H-indazol-5-yl)-3-(methoxymethyl)-1-methyl-1H-pyrazol-5-ol ClC=1C=C(C=C2C(=NN(C12)C1OCCCC1)C=C)C=1C(=NN(C1O)C)COC